6-fluoro-4-oxido-2-tetrahydropyran-4-yl-3H-imidazo[4,5-b]pyridin-4-ium FC=1C=C2C(=[N+](C1)[O-])NC(=N2)C2CCOCC2